1,4-Bis(triethoxysilylmethyl)hexahydro-1,4-diazine C(C)O[Si](OCC)(OCC)CN1CCN(CC1)C[Si](OCC)(OCC)OCC